1,3,5-benzenetrisacetonitrile tert-butyl-(R)-3-(tert-butylamino)pyrrolidine-1-carboxylate C(C)(C)(C)OC(=O)N1C[C@@H](CC1)NC(C)(C)C.C1(=CC(=CC(=C1)CC#N)CC#N)CC#N